C(C=C)(=O)OCCCCCCCCCCCCCC myristyl propenoate